trans-tert-butyldimethylsilyl 4-((tert-butyldimethylsilyl)oxy)cyclohexanecarboxylate [Si](C)(C)(C(C)(C)C)O[C@@H]1CC[C@H](CC1)C(=O)O[Si](C)(C)C(C)(C)C